C1(=CC=C(C=C1)S(=O)(=O)ON1C(C(=C(C1=O)C1=CC=CC=C1)C1=CC=CC=C1)=O)C N-(4-tolylsulfonyloxy)diphenylmaleimide